2-(BENZYLOXY)PYRIDINE-4-BORONIC ACID C(C1=CC=CC=C1)OC1=NC=CC(=C1)B(O)O